2,3-dihydro-3,5-dihydroxy-6-methyl-4H-pyran OC1COC(=C(C1)O)C